FC1(CN(CC=2C(N(C=3N(C21)CCN3)CC3=CC=C(C=C3)OC)=O)CC=3C=C(C#N)C=CC3)F 3-((9,9-Difluoro-4-(4-methoxybenzyl)-5-oxo-1,2,4,5,8,9-hexahydroimidazo[1,2-a]pyrido[3,4-e]pyrimidin-7(6H)-yl)methyl)benzonitrile